N-(5-((6-ethyl-2,6-diazaspiro[3.3]heptan-2-yl)methyl)pyridin-2-yl)-5-fluoropyrimidin C(C)N1CC2(CN(C2)CC=2C=CC(=NC2)N2CN=CC(=C2)F)C1